(4-(5-(3,5-dichlorophenyl)-5-(trifluoromethyl)-4,5-dihydroisoxazol-3-yl)phenyl)(6-nitro-1H-indol-1-yl)methanone ClC=1C=C(C=C(C1)Cl)C1(CC(=NO1)C1=CC=C(C=C1)C(=O)N1C=CC2=CC=C(C=C12)[N+](=O)[O-])C(F)(F)F